(S)-ethyl 2,6-bis((((1R,8S,9s)-bicyclo[6.1.0]non-4-yn-9-ylmethoxy)carbonyl)amino)hexanoate [C@H]12CCC#CCC[C@@H]2C1COC(=O)N[C@H](C(=O)OCC)CCCCNC(=O)OCC1[C@H]2CCC#CCC[C@@H]12